Amino-2-(p-aminophenyl)benzimidazol NC1=CC=CC=2N=C(NC21)C2=CC=C(C=C2)N